FC(CNC1=C(C#N)C=C(C=C1)C=1OC(=NN1)C1=CC2=C(N(C=N2)CCO)C=C1)F 2-[(2,2-difluoroethyl)amino]-5-{5-[1-(2-hydroxyethyl)-1H-1,3-benzodiazol-5-yl]-1,3,4-oxadiazol-2-yl}benzonitrile